COCCNC=1C2=C(N=CN1)C(=CS2)C N-(2-methoxyethyl)-7-methyl-thieno[3,2-d]pyrimidin-4-amine